COC(=O)C1CCC(CC1)OC (1s,4s)-4-methoxycyclohexane-1-carboxylic acid methyl ester